rac-(3R,6R,6aR)-1-(7,8-dihydrofuro[3,2-e][1,3]benzothiazol-2-yl)-6-hydroxyhexahydrocyclopenta[d]imidazol-2(1H)-one N1=C(SC2=C1C1=C(C=C2)OCC1)N1C(NC2[C@@H]1[C@@H](CC2)O)=O |r|